2-(2-furylmethyl)-5-methyl-furan O1C(=CC=C1)CC=1OC(=CC1)C